C(C(C)C)C1=CC=C(C=C1)C(C(=O)NNC(=O)C1=C(OC=2N=C(N=C(C21)N(CC)CC)NC2=C(C=CC(=C2)Cl)C)C)C N'-(2-(4-isobutylphenyl)propionyl)-6-methyl-4-diethylamino-2-(5-chloro-2-methylphenylamino)furo[2,3-d]pyrimidine-5-carbohydrazide